C(C1=CC=CC=C1)OCC1=NN(C(N1CC)=O)C=1C=C2C(=CN(C(C2=CC1)=O)C1=C(C=CC=C1Cl)Cl)C1(CC1)C 6-(3-((Benzyloxy)methyl)-4-ethyl-5-oxo-4,5-dihydro-1H-1,2,4-triazol-1-yl)-2-(2,6-dichlorophenyl)-4-(1-methylcyclopropyl)isoquinolin-1(2H)-one